3-(1-(2-azabicyclo[2.1.1]hex-5-yl)-6-fluoro-7-(3-hydroxynaphthalen-1-yl)-4-(((S)-1-methylpyrrolidin-2-yl)methoxy)-3-(pyridin-3-yl)-1H-pyrrolo[3,2-c]quinolin-8-yl)propionitrile C12NCC(C1N1C=C(C=3C(=NC=4C(=C(C(=CC4C31)CCC#N)C3=CC(=CC1=CC=CC=C31)O)F)OC[C@H]3N(CCC3)C)C=3C=NC=CC3)C2